CC1C(NCC(O1)C)=O 2,6-dimethylmorpholin-3-one